(5R)-5-benzyl-3-methylpyrrolidin-2-one C(C1=CC=CC=C1)[C@H]1CC(C(N1)=O)C